tert-butyl (3r,5s)-4-(3-((2,6-bis(benzyloxy)-[3,4'-bipyridyl]-2'-yl) oxy) propyl)-3,5-dimethylpiperazine-1-carboxylate C(C1=CC=CC=C1)OC1=NC(=CC=C1C1=CC(=NC=C1)OCCCN1[C@@H](CN(C[C@@H]1C)C(=O)OC(C)(C)C)C)OCC1=CC=CC=C1